OC1(CC(C1)CNC(OC(C)(C)C)=O)C tert-butyl N-[(3-hydroxy-3-methyl-cyclobutyl)methyl]carbamate